ClC=1C(NN=CC1N1CC=2N(CC1)C(=CN2)C(C2=C(C=C(C=C2)OC)C(F)(F)F)=O)=O 4-chloro-5-(3-(4-methoxy-2-(trifluoromethyl)benzoyl)-5,6-dihydroimidazo[1,2-a]pyrazin-7(8H)-yl)pyridazin-3(2H)-one